N-{2-ethyl-4-[4-(trifluoromethyl)benzenesulfonyl]phenyl}pyridine-2-carboxamide C(C)C1=C(C=CC(=C1)S(=O)(=O)C1=CC=C(C=C1)C(F)(F)F)NC(=O)C1=NC=CC=C1